3a,4a-diaza-s-indacene C1=CCN2CN3C=CC=C3C=C12